((6-(Ethyl(4-hydroxybutyl)amino)undecane-1,11-diyl)bis(sulfanediyl))bis-(octane-1,2-diyl) dinonanoate C(CCCCCCCC)(=O)OC(CSCCCCCC(CCCCCSCC(CCCCCC)OC(CCCCCCCC)=O)N(CCCCO)CC)CCCCCC